N[C@H](C(=O)[O-])CC L-2-AMINOBUTYRATE